n-hexane-1,2,5-triol C(C(CCC(C)O)O)O